C(#N)C(C)(C)C=1C=CC=2N(C1)N=CC2C2=CC(=C(C(=O)N[C@H]1[C@H](C1)F)C(=C2)OC)OC(F)F 4-[6-(1-cyano-1-methyl-ethyl)pyrazolo[1,5-a]pyridin-3-yl]-2-(difluoromethoxy)-N-[(1R,2S)-2-fluorocyclopropyl]6-methoxy-benzamide